CC1(OB(OC1(C)C)C12CN(CC2C1)C(=O)OC(C)(C)C)C tert-Butyl 1-(4,4,5,5-tetramethyl-1,3,2-dioxaborolan-2-yl)-3-azabicyclo[3.1.0]hexane-3-carboxylate